BrC=1C=C(C=2N(C1)C(=C(N2)CC)N(C=2SC(=C(N2)C2=CC=C(C=C2)F)C#N)CC)C 2-[(6-Bromo-2-ethyl-8-methyl-imidazo[1,2-a]pyridin-3-yl)-ethyl-amino]-4-(4-fluoro-phenyl)-thiazole-5-carbonitrile